C(#N)C1CC2(C1)C[C@H](N(CC2)CC2=C1C=CNC1=C(C=C2OC)C)C2=CC=C(C(=O)N[C@H](C)C1COC1)C=C2 4-((2R,4r,6S)-2-cyano-7-((5-methoxy-7-methyl-1H-indol-4-yl)methyl)-7-azaspiro[3.5]nonan-6-yl)-N-((R)-1-(oxetan-3-yl)ethyl)benzamide